tert-Butyl-N-tert-butoxycarbonyl-N-[[4-[[tert-butyl(dimethyl)silyl]oxymethyl]-3-methyl-7-[4-(trifluoromethoxy)phenyl]benzimidazol-5-yl]methyl]carbamate C(C)(C)(C)OC(N(CC1=C(C2=C(N=CN2C)C(=C1)C1=CC=C(C=C1)OC(F)(F)F)CO[Si](C)(C)C(C)(C)C)C(=O)OC(C)(C)C)=O